FC(C1=C(C(=CC=C1)C(F)(F)F)[B-](C1=C(C=CC=C1C(F)(F)F)C(F)(F)F)(C1=C(C=CC=C1C(F)(F)F)C(F)(F)F)C1=C(C=CC=C1C(F)(F)F)C(F)(F)F)(F)F.[C@H]12CCC[C@H](CC1)N2C tropane tetrakis(2,6-bistrifluoromethylphenyl)borate